2-(7-isopropoxy-1-((1s,4s)-4-isopropylcyclohexyl)-3-oxo-1H-spiro[isoquinoline-4,4-piperidin]-2(3H)-yl)ethyl methylcarbamate CNC(OCCN1C(C2=CC(=CC=C2C2(CCNCC2)C1=O)OC(C)C)C1CCC(CC1)C(C)C)=O